N-(4,4-difluorocyclohexyl)-4-((dimethylamino)methyl)-6-(3-methyl-1H-pyrazol-1-yl)pyridin-2-amine FC1(CCC(CC1)NC1=NC(=CC(=C1)CN(C)C)N1N=C(C=C1)C)F